8-fluoropyrido[3',4':4,5]pyrimido[1,2-a]indol-5(11H)-one FC=1C=CC=2CC=3N(C2C1)C(C1=C(N3)C=NC=C1)=O